phenylcarbazole C1=CC=C(C=C1)C2=CC=CC3=C2NC4=CC=CC=C34